7-bromo-N-tert-butyl-N,1-dimethyl-indole-5-sulfonamide BrC=1C=C(C=C2C=CN(C12)C)S(=O)(=O)N(C)C(C)(C)C